5-(1H-imidazol-1-yl)thiazolo[4,5-d]pyrimidine-7-carboxylic acid ethyl ester C(C)OC(=O)C=1C2=C(N=C(N1)N1C=NC=C1)N=CS2